PHYTOL ACETATE C(C)(=O)OC/C=C(/CCC[C@@H](CCC[C@@H](CCCC(C)C)C)C)\C